C(C1=CC=CC=C1)(=O)OCCCCC(OC(C1=CC=CC=C1)=O)(OC(C1=CC=CC=C1)=O)OC(C1=CC=CC=C1)=O tribenzoyloxy-amyl benzoate